COC1=CCC1 4-methoxycyclobut-3-ene